C(C)OC(=O)C=1OC2=C(C1C)C=C(C=C2)S(N(CCN2CCOCC2)CC2=C(C=CC=C2)N2CCN(CC2)C(=O)OC(C)(C)C)(=O)=O 5-(N-(2-(4-(tert-Butoxycarbonyl)piperazin-1-yl)benzyl)-N-(2-morpholinoethyl)sulfamoyl)-3-methylbenzofuran-2-carboxylic acid ethyl ester